phenoxypropyl-benzene O(C1=CC=CC=C1)CCCC1=CC=CC=C1